[5-(4-{[(2,4-dimethoxyphenyl)methyl]amino}-5-(1-methyl-1H-pyrazol-3-yl)-7H-pyrrolo[2,3-d]pyrimidin-7-yl)pyridin-3-yl]methyl 4-nitrophenyl carbonate C(OCC=1C=NC=C(C1)N1C=C(C2=C1N=CN=C2NCC2=C(C=C(C=C2)OC)OC)C2=NN(C=C2)C)(OC2=CC=C(C=C2)[N+](=O)[O-])=O